ClC1=C(C=NN1C1=CC=C(C=C1)OC(F)(F)F)N1CCNCC1 1-[5-chloro-1-[4-(trifluoromethoxy)phenyl]pyrazol-4-yl]piperazine